ICC(=O)OC(CI)=O iodoacetic acid, anhydride